C(C)(C)(C)OC(=O)N[C@H](CN1N=C(C=C1C(=O)OC)C(F)(F)F)C methyl (S)-1-(2-((tert-butoxycarbonyl)amino)propyl)-3-(trifluoromethyl)-1H-pyrazole-5-carboxylate